CC1(CCN(CC1)C1=NC=2C(=NC(=CN2)SC2=CSC3=CN=CC=C32)N1)N 4-methyl-1-(6-(thieno[2,3-c]pyridin-3-ylthio)-1H-imidazo[4,5-b]pyrazin-2-yl)piperidin-4-amine